NC(C(=O)O)(CCC)N e-diaminovaleric acid